5-(2-methyl-5-nitro-phenyl)-3-(trifluoromethyl)-1,2,4-oxadiazole CC1=C(C=C(C=C1)[N+](=O)[O-])C1=NC(=NO1)C(F)(F)F